CNCC1=CC=C(C=C1)COC=1C=CC2=C(N=C(O2)C=2C=NC=CC2)C1 Methyl({[4-({[2-(pyridin-3-yl)-1,3-benzoxazol-5-yl]oxy}methyl)phenyl]methyl})amine